4-{4-[7-(4-cyano-3-trifluoromethylphenyl)-8-oxo-6-thioxo-5,7-diaza-spiro[3.4]oct-5-yl]phenyl}butanoic acid C(#N)C1=C(C=C(C=C1)N1C(N(C2(CCC2)C1=O)C1=CC=C(C=C1)CCCC(=O)O)=S)C(F)(F)F